2-(p-dimethylaminobenzylidene)benzothiazole CN(C1=CC=C(C=C2SC3=C(N2)C=CC=C3)C=C1)C